(±)-N-(2,6-dioxopiperidin-3-yl)-2-fluoro-4-(3-oxo-azetidin-1-yl)benzamide methyl-(S)-6-diazo-2-((S)-2-methoxypropanamido)-5-oxohexanoate COC([C@H](CCC(C=[N+]=[N-])=O)NC([C@H](C)OC)=O)=O.O=C1NC(CC[C@H]1NC(C1=C(C=C(C=C1)N1CC(C1)=O)F)=O)=O |&1:25|